FC1(CC(C2(C1)CCN(CC2)C(=O)OC(C)(C)C)=O)F tert-butyl 3,3-difluoro-1-oxo-8-azaspiro[4.5]decane-8-carboxylate